C(C)C1=C(C=CC=C1)[2H] (R)-ethylbenzene-d1